[C@H]12CN(C[C@H](CC1)N2)C2=NC(=NC1=C(C(=CC=C21)C2=CC=CC1=CC=C(C(=C21)CC)F)F)OC[C@]21CCCN1C[C@@H](C2)F 4-((1R,5S)-3,8-diazabicyclo[3.2.1]octan-3-yl)-7-(8-ethyl-7-fluoronaphthalen-1-yl)-8-fluoro-2-(((2R,7aS)-2-fluorotetrahydro-1H-pyrrolizin-7a(5H)-yl)methoxy)quinazoline